4-(benzyloxy)-3-bromo-2-hydroxy-6-methylbenzoic acid C(C1=CC=CC=C1)OC1=C(C(=C(C(=O)O)C(=C1)C)O)Br